3,4-Dihydro-4-imino-3-ethylquinazolin-2(1H)-one N=C1N(C(NC2=CC=CC=C12)=O)CC